(5S)-1'-[7-[(2-amino-3-chloro-4-pyridinyl)sulfanyl]-6-methyl-pyrazolo[1,5-a]pyrazin-4-yl]spiro[5,7-dihydrocyclopenta[b]pyridin-6,4'-piperidin]-5-yl-amine NC1=NC=CC(=C1Cl)SC1=C(N=C(C=2N1N=CC2)N2CCC1(CC2)[C@@H](C=2C(=NC=CC2)C1)N)C